4-(5-ethoxy-3-methyl-4-(3-methylisoxazol-5-yl)-1H-pyrazol-1-yl)-3-fluorobenzonitrile C(C)OC1=C(C(=NN1C1=C(C=C(C#N)C=C1)F)C)C1=CC(=NO1)C